4-(methyloxycarbonyl)benzoic anhydride COC(=O)C1=CC=C(C(=O)OC(C2=CC=C(C=C2)C(=O)OC)=O)C=C1